CN(C)CC(CCCCCCCCC1C(C1)CCCCCCCC(=O)[O-])CCCCCCC 8-(2-{9-[(dimethylamino)methyl]hexadecyl}cyclopropyl)octanoate